(3S,11aR)-7-chloro-6-methoxy-3,4-dihydro-1H,9H,11H-3,11a-methanopyrimido[6',1':2,3]imidazo[5,1-c][1,4]oxazin-9-one ClC1=NC(N2C(N3[C@@]4(CO[C@H](C3)C4)C2)=C1OC)=O